2-((S)-1-(1-(5-propylpyrimidin-2-yl)piperidin-4-yl)ethoxy)-5-(pyridin-4-yl)thiazolo[5,4-b]pyridin C(CC)C=1C=NC(=NC1)N1CCC(CC1)[C@H](C)OC=1SC2=NC(=CC=C2N1)C1=CC=NC=C1